S1C(=CC=C1)C1=NNC(=C1)NC1=CC=C(C=C1)OCCCN1CCOCC1 3-(thien-2-yl)-N-(4-(3-morpholinylpropoxy)phenyl)-1H-pyrazol-5-amine